NC/C(/COC1=CC=C(C=C1)S(=O)(=O)CC1=CC=C(C=C1)NC(C(C)C)=O)=C\F (E)-N-(4-(((4-((2-(aminomethyl)-3-fluoroallyl)oxy)phenyl)sulfonyl)methyl)phenyl)isobutyramide